2-((1-(5-(5-chloro-6-(2-chloroethoxy)-7-cyano-1,2,3,4-tetrahydronaphthalen-1-yl)pyrimidin-2-yl)piperidin-4-yl)oxy)ethyl-4-methylbenzenesulfonate ClC1=C2CCCC(C2=CC(=C1OCCCl)C#N)C=1C=NC(=NC1)N1CCC(CC1)OCCOS(=O)(=O)C1=CC=C(C=C1)C